BrCC(C(=O)O)CCCC 2-(bromomethyl)hexanoic acid